C(C1=CC=CC=C1)OC(N[C@@H]1COC2=CC(=CC=C2C1)Br)=O (S)-(7-Bromochroman-3-yl)carbamic acid benzyl ester